C(#N)/C(/C(=O)NCC(CO)O)=C\C1=C(C2=CC=CC=C2C=C1)N1CCCCC1 (E)-2-cyano-N-(2,3-dihydroxypropyl)-3-(1-(piperidin-1-yl)naphthalen-2-yl)acrylamide